OC(CO[N@@+]1(CC=CC=C1)[O-])CN1CCCCC1 (E)-(R)-N-[2-hydroxy-3-(1-piperidinyl)-propoxy]-pyridine-1-oxide